BrC=1C=C(C=CC1)C1(CSC1)C(=O)NN 3-(3-bromophenyl)thietane-3-carbohydrazide